2-isopropylcyclohexanol C(C)(C)C1C(CCCC1)O